FC(COCC1(COC1)COCC(C(C(C(C(F)(F)F)(F)F)(F)F)(F)F)(F)F)(C(C(C(C(F)(F)F)(F)F)(F)F)(F)F)F 3,3-bis(2,2,3,3,4,4,5,5,6,6,6-undecafluorohexyloxymethyl)oxetane